C(CCCCCCCCCCC)(=O)N(CCS(=O)(=O)[O-])C.[Mg+2].C(CCCCCCCCCCC)(=O)N(CCS(=O)(=O)[O-])C magnesium N-lauroyl-N-methyltaurate